cyclopentyl(2,7-diazaspiro[4.4]nonane-2-yl)methanone C1(CCCC1)C(=O)N1CC2(CC1)CNCC2